2,2,2-trichloroethyl (3-(2-(2-hydroxyethoxy)-6-morpholinopyridin-4-yl)-4-methylphenyl)carbamate OCCOC1=NC(=CC(=C1)C=1C=C(C=CC1C)NC(OCC(Cl)(Cl)Cl)=O)N1CCOCC1